2-[4-(ethylsulfonyl)phenyl]-N-[6-(4-methylpiperazinyl)benzothiazol-2-yl]acetamide C(C)S(=O)(=O)C1=CC=C(C=C1)CC(=O)NC=1SC2=C(N1)C=CC(=C2)N2CCN(CC2)C